6-((2-trifluoromethoxybenzyl)oxy)-4-oxo-1,4-dihydroquinoline-3-carboxylic acid FC(OC1=C(COC=2C=C3C(C(=CNC3=CC2)C(=O)O)=O)C=CC=C1)(F)F